(acryloyloxy) propionate C(CC)(=O)OOC(C=C)=O